F[C@@H]1CN(CC[C@H]1OCC1CN(C1)C1=C(C2=C(N(C(N2C)=O)C2C(N(C(CC2)=O)CC2=CC=C(C=C2)OC)=O)C=C1)F)C(=O)OC(C)(C)C Tert-butyl (3R,4R)-3-fluoro-4-[[1-[4-fluoro-1-[1-[(4-methoxyphenyl)methyl]-2,6-dioxo-3-piperidyl]-3-methyl-2-oxo-benzimidazol-5-yl]azetidin-3-yl]methoxy]piperidine-1-carboxylate